(3S,4S)-8-(5-((2-chloro-3-(pyrazine-2-yl)phenyl)mercapto)pyrimidine-2-yl)-3-methyl-2-oxa-8-azaspiro[4.5]decane-4-amine ClC1=C(C=CC=C1C1=NC=CN=C1)SC=1C=NC(=NC1)N1CCC2([C@@H]([C@@H](OC2)C)N)CC1